(S)-N1-(1-(2-(bicyclo[1.1.1]pentan-1-ylamino)-2-oxoethyl)-2-oxo-1,2-dihydropyridin-3-yl)-2-(4-cyclopropyl-1,2,3-thiadiazole-5-carboxamido)-N6-methyl-5-oxohexanediamide C12(CC(C1)C2)NC(CN2C(C(=CC=C2)NC([C@H](CCC(C(=O)NC)=O)NC(=O)C2=C(N=NS2)C2CC2)=O)=O)=O